2-(4,6-difluoro-2-methyl-1H-benzimidazol-1-yl)-5-fluoro-N-(4-methylphenyl)pyrimidine FC1=CC(=CC=2N(C(=NC21)C)C2N(C=C(C=N2)F)C2=CC=C(C=C2)C)F